O[C@@H]1[C@H](COC1)NC(OC(C)(C)C)=O tert-butyl ((3S,4R)-4-hydroxyltetrahydrofuran-3-yl)carbamate